(1Z)-2-(benzyloxy)-1-(dimethylamino)dodec-1-en-3-one C(C1=CC=CC=C1)O\C(=C/N(C)C)\C(CCCCCCCCC)=O